ClC=1C(=CC(=C(C1)NC(=O)C1=CC2=CC=CC=C2C=C1O)OC)OC N-(5-chloro-2,4-dimethoxyphenyl)-3-hydroxy-2-naphthoamide